O1NOC2=C1C=CC(=C2)CCC(=O)NCC2=CC(=NO2)C2=C(C=C(C=C2F)F)F 3-(benzo[d][1,3]dioxazol-5-yl)-N-((3-(2,4,6-trifluorophenyl)isoxazol-5-yl)methyl)propanamide